[OH-].[Li+] lithium (1+) hydroxide